ClC=1C=C(OCC(=O)OCC)C=C(C1CC1=C(C(=C(C=C1)O)CC1=CC=C(C=C1)F)F)Cl ethyl 2-(3,5-dichloro-4-(2-fluoro-3-(4-fluorobenzyl)-4-hydroxybenzyl)phenoxy)acetate